C(C(=O)[O-])(=O)[O-].N1=CC=CC=C1.N1=CC=CC=C1.N1=CC=CC=C1.N1=CC=CC=C1.[Cu+2] copper tetrapyridine oxalate